C1(CCC(N1)=O)=O.[Mg] magnesium succinimide salt